N-benzyl-N-(4-toluenesulfonyl)cyclopropylcarboxamide C(C1=CC=CC=C1)N(C(=O)C1CC1)S(=O)(=O)C1=CC=C(C)C=C1